(R)-N-(3-((4-amino-1-ethyl-1H-pyrazolo[3,4-d]pyrimidin-3-yl)ethynyl)-4-methylphenyl)-3-(3,5-difluorophenyl)isoxazolidin-2-carboxamide NC1=C2C(=NC=N1)N(N=C2C#CC=2C=C(C=CC2C)NC(=O)N2OCC[C@@H]2C2=CC(=CC(=C2)F)F)CC